(±)-Tert-butyl (1-(6-(5-fluoro-2-((1-(methylsulfonyl)piperidin-4-yl)amino)pyrimidin-4-yl)-2-methylquinolin-4-yl)ethyl)carbamate FC=1C(=NC(=NC1)NC1CCN(CC1)S(=O)(=O)C)C=1C=C2C(=CC(=NC2=CC1)C)[C@@H](C)NC(OC(C)(C)C)=O |r|